n-octyltrimethylammonium perbromate Br(=O)(=O)(=O)[O-].C(CCCCCCC)[N+](C)(C)C